N1N=C(C=C1)C=O (1H-pyrazol-3-yl)methanone